(2-(1-hydroxycyclobutyl)-4-methyloxazol-5-yl)methanone OC1(CCC1)C=1OC(=C(N1)C)C=O